N(=[N+]=[N-])C(C)C=1N=C(N(C1C)C)Br 4-(1-azidoethyl)-2-bromo-1,5-dimethyl-1H-imidazole